FC=1C(=NC(=NC1)C1=CN=C(S1)C)N1CCN(CC1)C(=O)OC(C)(C)C tert-Butyl 4-(5-fluoro-2-(2-methylthiazol-5-yl)pyrimidin-4-yl)piperazine-1-carboxylate